C(C)(=O)O.C(C)(=O)O.C(C)(=O)O.N[C@@H](CCCCN)C(=O)O.N[C@@H](CCCCN)C(=O)O.N[C@@H](CCCCN)C(=O)O tri-lysine triacetate